1-Vinyl-2-methylimidazol C(=C)N1C(=NC=C1)C